C(C)OC(=O)[C@@H]1NC[C@H](CC1)NOCC1=CC=CC=C1 (2R,5S)-5-[(benzyloxy)amino]piperidine-2-carboxylic acid ethyl ester